N-[(3-cyano-4-{[4-fluoro-1-(oxetan-3-yl)piperidin-4-yl]methoxy}phenyl)sulfonyl]-2-(1H-pyrrolo[2,3-b]pyridin-5-yloxy)benzamide C(#N)C=1C=C(C=CC1OCC1(CCN(CC1)C1COC1)F)S(=O)(=O)NC(C1=C(C=CC=C1)OC=1C=C2C(=NC1)NC=C2)=O